7-((3R,5S)-1-propenoyl-5-methylpyrrolidin-3-yl)-4-amino-6-(cyclopropylethynyl)-N-((R)-1-(2,3-difluorophenyl)ethyl)-7H-pyrrolo[2,3-d]pyrimidine-5-carboxamide C(C=C)(=O)N1C[C@@H](C[C@@H]1C)N1C(=C(C2=C1N=CN=C2N)C(=O)N[C@H](C)C2=C(C(=CC=C2)F)F)C#CC2CC2